BrC(C)CCCCCCC 2-bromo-nonane